2,2'-((2-((cyanomethyl)(2-(3-(2-((cyanomethyl)(2-((cyanomethyl)amino)eth-yl)amino)ethyl)-2-oxoimidazolidin-1-yl)ethyl)amino)ethyl)azane-diyl)diacetonitrile C(#N)CN(CCN(CC#N)CC#N)CCN1C(N(CC1)CCN(CCNCC#N)CC#N)=O